C(C=C)(=O)N1CCN(CC1)C1=CC(=NC2=C(C(=C(C=C12)Cl)C1=CC=C(C2=C1N=C(S2)N)F)F)N2CC(C2)N(C)C 4-(4-acryloyl-Piperazin-1-yl)-7-(2-Amino-7-Fluorobenzo[d]Thiazol-4-yl)-6-Chloro-2-(3-(Dimethylamino)Azetidine-1-yl)-8-Fluoroquinolin